2-(methanesulfonyl)ethan-1-amine CS(=O)(=O)CCN